(1-(tert-butoxycarbonyl)-7'-(trifluoromethyl)-3',4'-dihydro-1'H-spiro[pyrrolidine-3,2'-[1,8]naphthyridine]-6'-yl)boronic acid C(C)(C)(C)OC(=O)N1CC2(NC3=NC(=C(C=C3CC2)B(O)O)C(F)(F)F)CC1